C(=O)(O)C1=CC=C(C=NC2=CC=C(C(=O)O)C=C2)C=C1 4-((4-carboxybenzylidene)amino)benzoic acid